(S)-2-amino-3-(4-(2-oxo-1,2-dihydroquinolin-7-yl)phenyl)propanoic acid N[C@H](C(=O)O)CC1=CC=C(C=C1)C1=CC=C2C=CC(NC2=C1)=O